tert-Butyl (3-(2-cyclopropyl-4,5-diiodo-1H-imidazol-1-yl)bicyclo[1.1.1]pentan-1-yl)carbamate C1(CC1)C=1N(C(=C(N1)I)I)C12CC(C1)(C2)NC(OC(C)(C)C)=O